toluene-2,4,6-trisyl triisocyanate CC=1C(=CC(=CC1N=C=O)N=C=O)N=C=O